CN1C(OC2=C1C=CC(=C2)N2CCC1(CCN(CC1)C(=O)OC(C)(C)C)CC2)=O tert-Butyl 9-(3-methyl-2-oxo-1,3-benzoxazol-6-yl)-3,9-diazaspiro[5.5]undecane-3-carboxylate